2,9-bis(1-naphthyl)-10-bromoanthracene-1,3,4,5,6,7,8-d7 methyl-7-fluoro-1-((4-fluorophenyl)sulfonyl)-1,2,3,4-tetrahydroquinoline-6-carboxylate COC(=O)C=1C=C2CCCN(C2=CC1F)S(=O)(=O)C1=CC=C(C=C1)F.C1(=CC=CC2=CC=CC=C12)C1=C(C2=C(C3=C(C(=C(C(=C3C(=C2C(=C1[2H])[2H])Br)[2H])[2H])[2H])[2H])C1=CC=CC2=CC=CC=C12)[2H]